C(C)(=O)N1CCC(CC1)C1=NN(C2=CC=CC(=C12)C1=CC=C2C=CN=CC2=C1)CC(=O)NCC(=O)NCC(=O)O 2-(2-{2-[3-(1-acetylpiperidin-4-yl)-4-(isoquinolin-7-yl)-1H-indazol-1-yl]acetamido}acetamido)acetic acid